N-(6-[[2-(2,6-dioxopiperidin-3-yl)-1,3-dioxo-2,3-dihydro-1H-isoindol-5-yl]amino]hexyl)azetidine-3-sulfonamide O=C1NC(CCC1N1C(C2=CC=C(C=C2C1=O)NCCCCCCNS(=O)(=O)C1CNC1)=O)=O